IC1=CC=2C=3N(C=NC2C=C1)CCN3 9-iodo-2,3-dihydroimidazo[1,2-c]quinazoline